C(C=C)(=O)N1C(CC(CC1)N1C=NC=2C(=NC=3C(=C(C(=CC3C21)Cl)C2=C(C(=CC=C2)Cl)C)F)N2CC(C2)N(C)C)CC#N 2-(1-acryloyl-4-(8-chloro-7-(3-chloro-2-methylphenyl)-4-(3-(dimethyl-amino)azetidin-1-yl)-6-fluoro-1H-imidazo[4,5-c]quinolin-1-yl)piperidin-2-yl)acetonitrile